(2-((5-bromo-2-chloropyrimidine-4-yl)amino)phenyl)-N-cyclopropyl-methyl-sulfonamide BrC=1C(=NC(=NC1)Cl)NC1=C(C=CC=C1)N(S(=O)(=O)C)C1CC1